Cl.Cl.Cl dihydrochloride, hydrochloride